N[C@H](C(C)C)C(=O)OCN1C(C(CCC1=O)N1C(C2=CC=CC(=C2C1)CNC(C(C1=CC=C(C=C1)C1(CC1)C(F)(F)F)=O)=O)=O)=O (2,6-dioxo-3-(1-oxo-4-((2-oxo-2-(4-(1-(trifluoromethyl)cyclopropyl)-phenyl)acetamido)-methyl)isoindolin-2-yl)piperidin-1-yl)methyl D-valinate